ClC1=CC(=NN1C1=CC=C(C=C1)CN)C [4-(5-chloro-3-methyl-1H-pyrazol-1-yl)phenyl]methylamine